tert-butyl N-({1-[(5-cyclopropanesulfonylaminopyridin-3-yl) sulfonyl]-5-(2-fluorophenyl)-1H-pyrrol-3-yl} methyl)-N-methylcarbamate C1(CC1)S(=O)(=O)NC=1C=C(C=NC1)S(=O)(=O)N1C=C(C=C1C1=C(C=CC=C1)F)CN(C(OC(C)(C)C)=O)C